[Si](C)(C)(C(C)(C)C)OC=1C=C2C(=CNC2=CC1)C(CO)(C)C 2-(5-((tert-butyldimethylsilyl)oxy)-1H-indol-3-yl)-2-methylpropan-1-ol